ClC1=C(C=CC(=C1)NC(CNC)=O)C1CCN(CC1)C(=O)OCC1C2=CC=CC=C2C=2C=CC=CC12 (9H-fluoren-9-yl)methyl 4-(2-chloro-4-(2-(methylamino)acetamido)phenyl)piperidine-1-carboxylate